dihydrodiphenyl-phosphate-phenyl-4-isopropyl-oxazole C1(=CC=CC=C1)C=1OC=C(N1)C(C)C.C1(CC=CC=C1)OP(=O)(OC1CC=CC=C1)O